FC1=C(C=C(C=C1)NC(OC(C)(C)C)=O)NC(C1=CC(=C(C=C1)F)C(F)(F)F)=O t-butyl [4-fluoro-3-(4-fluoro-3-(trifluoromethyl)benzamido)phenyl]carbamate